N-((1S,2S)-2-Acetamidocyclopentyl)-5-(2-methyl-4-phenoxyphenyl)-4-oxo-4,5-dihydro-3H-1-thia-3,5,8-triazaacenaphthylene-2-carboxamide C(C)(=O)N[C@@H]1[C@H](CCC1)NC(=O)C=1SC=2N=CC=C3N(C(NC1C23)=O)C2=C(C=C(C=C2)OC2=CC=CC=C2)C